C(C(=C)C)(=O)OCCOC(=O)C=1C=C2C(C(=O)OC2=O)=CC1 4-methacryloyloxyethoxycarbonylphthalic anhydride